(S)-2-((4-isopropyl-5-(4-(5-methyl-1H-1,2,3-triazol-1-yl)phenyl)pyrimidin-2-yl)amino)-6,6a,7,8-tetrahydro-9H-pyrido[2,3-b]pyrrolo[1,2-d][1,4]oxazin-9-one C(C)(C)C1=NC(=NC=C1C1=CC=C(C=C1)N1N=NC=C1C)NC1=CC2=C(OC[C@H]3N2C(CC3)=O)N=C1